Cl.N[C@H](C(=O)O)CC1=CC=C(C=C1)C=1C2=C(N=CN1)N(C=C2)CC2=CC=C(C=C2)C2=CC(=CC=C2)OC (S)-2-amino-3-(4-(7-((3'-methoxy-[1,1'-biphenyl]-4-yl)methyl)-7H-pyrrolo[2,3-d]pyrimidin-4-yl)phenyl)propionic acid hydrochloride